C(C)(C)(C)OC(\N=C(/SC)\NC(CCCCCCCC=C)=O)=O (Z)-dec-9-enamido(methylthio)methylenecarbamic acid tert-butyl ester